N-cyclobutyl-5-(4-fluoro-1-isopropyl-2-methyl-1H-benzo[d]imidazol-6-yl)pyrrolo[2,1-f][1,2,4]triazin-2-amine C1(CCC1)NC1=NN2C(C=N1)=C(C=C2)C=2C=C(C1=C(N(C(=N1)C)C(C)C)C2)F